FC(C1=NC(=NO1)C1=CC=C(C=C1)C(CS(=O)(=O)C1=CC=C(C=C1)C(F)(F)F)=O)(F)F 1-(4-(5-(trifluoromethyl)-1,2,4-oxadiazol-3-yl)phenyl)-2-((4-(trifluoromethyl)phenyl)sulfonyl)ethan-1-one